(R)-N-((4-((1-((2-chloro-4-fluorophenyl)thio)-4-(dimethylamino)butan-2-yl)amino)-3-cyano-5-fluorophenyl)sulfonyl)-1-methoxycyclohexane-1-carboxamide ClC1=C(C=CC(=C1)F)SC[C@@H](CCN(C)C)NC1=C(C=C(C=C1F)S(=O)(=O)NC(=O)C1(CCCCC1)OC)C#N